ClCC1=CC(=NC=C1F)C1C(NC(CC1)=O)=O 3-(4-(Chloromethyl)-5-fluoropyridin-2-yl)piperidine-2,6-dione